CN1N=C(C=C1)CC1=C(C(=O)N)C=CC=C1 ((1-methyl-1H-pyrazol-3-yl)methyl)benzamide